NC1=C(OCCCCCCOC2=C(C=CC=C2)N)C=CC=C1 1,6-bis(2-aminophenoxy)hexane